tris(2,4-dichlorophenyl)phosphine oxide ClC1=C(C=CC(=C1)Cl)P(C1=C(C=C(C=C1)Cl)Cl)(C1=C(C=C(C=C1)Cl)Cl)=O